N1C=CC2=CC=C(C=C12)NC(NC=1C=CC2=C(OCC(N2CC2=NC=C(C(=O)O)C=C2)=O)C1)=O 6-((7-(3-(1H-indol-6-yl)ureido)-3-oxo-2,3-dihydro-4H-benzo[b][1,4]oxazin-4-yl)methyl)nicotinic acid